magnesium acrylate, potassium salt [K+].C(C=C)(=O)[O-].[Mg+2].C(C=C)(=O)[O-].C(C=C)(=O)[O-]